N1=C2C(=CC=C1)C(OCC2)=O 7,8-Dihydro-5H-pyrano[4,3-b]pyridine-5-on